(R/S)-benzyl 4-(4-(((2-(tert-butoxycarbonyl(methyl)amino)ethyl)(methyl)amino) methyl)-1-(tetrahydro-2H-pyran-2-yl)-1H-pyrazol-3-yl)-5,6-dihydropyridine-1(2H)-carboxylate C(C)(C)(C)OC(=O)N(CCN(C)CC=1C(=NN(C1)[C@@H]1OCCCC1)C1=CCN(CC1)C(=O)OCC1=CC=CC=C1)C |r|